Cl.C1(=CC=CC2=CC=CC=C12)NCCN N-(1-naphthyl)-ethylenediamine hydrochloride